N1=C(C=CC=C1)C1=NC=CC=C1.[Pd] palladium bipyridine